2,5-dioxopyrrolidin-1-yl 3-(2-(2,5-dioxo-2,5-dihydro-1H-pyrrol-1-yl)acetamido)propanoate O=C1N(C(C=C1)=O)CC(=O)NCCC(=O)ON1C(CCC1=O)=O